BrC(C=C)(F)F 3-bromo-3,3-difluoroprop-1-en